2-(3-(1-(2-(trans-4-aminocyclohexyl)ethyl)piperidin-4-yl)-1H-pyrrolo[2,3-c]pyridin-1-yl)-5-fluoro-N-isopropyl-N-methylbenzamide N[C@@H]1CC[C@H](CC1)CCN1CCC(CC1)C1=CN(C2=CN=CC=C21)C2=C(C(=O)N(C)C(C)C)C=C(C=C2)F